C(C(O)CO)N[C@@H](CO)C(=O)N glycerylserine amide